CC1=NNC(C=C1C(=O)OCC)=O ethyl 3-methyl-6-oxo-1,6-dihydropyridazine-4-carboxylate